FC12CC(C1)(C2)CCCCCCCCCC(=O)O 10-[3-fluorobicyclo[1.1.1]pentan-1-yl]decanoic acid